CS(=O)(=O)/C=C/C(C)NC(OC(C)(C)C)=O Tert-butyl (E)-(4-(methylsulfonyl)but-3-en-2-yl)carbamate